FC=1C=C(C=CC1)[C@@H]1N(CCC1)C=1C=CC=2N(N1)C(=CN2)C2=CC=CC(=N2)N2CCN(CC2)CCNC=2C=C1C=CN(C1=CC2)C2C(NC(CC2)=O)=O 3-(5-((2-(4-(6-(6-((R)-2-(3-fluorophenyl)pyrrolidin-1-yl)imidazo[1,2-b]pyridazin-3-yl)pyridin-2-yl)piperazin-1-yl)ethyl)amino)-1H-indol-1-yl)piperidine-2,6-dione